Tert-butyl (1R,5S,6s)-6-((2-(8-chloroimidazo[1,5-a]pyridin-3-yl)propan-2-yl)carbamoyl)-3-azabicyclo[3.1.1]heptane-3-carboxylate ClC=1C=2N(C=CC1)C(=NC2)C(C)(C)NC(=O)C2[C@H]1CN(C[C@@H]2C1)C(=O)OC(C)(C)C